ClC1=C(OC2=CC3=C([C@@]4(CCN([C@@H]4CC3)C(=O)C3CCS(CC3)(=O)=O)S(=O)(=O)C3=CC=C(C=C3)F)C=C2)C(=CC=C1)F 4-[(3aR,9bR)-7-(2-chloro-6-fluorophenoxy)-9b-(4-fluorobenzenesulfonyl)-1H,2H,3H,3aH,4H,5H,9bH-benzo[e]indole-3-carbonyl]-1λ6-thiane-1,1-dione